N-(3,5-dimethoxyphenyl)-3-(1-methyl-1H-pyrazol-4-yl)quinoxalin-6-amine COC=1C=C(C=C(C1)OC)NC=1C=C2N=C(C=NC2=CC1)C=1C=NN(C1)C